FC1=C(C=CC=C1)C1=C(C(=CN1C(=O)OC(C)(C)C)C(=O)OC)OC 1-(tert-butyl) 3-methyl 5-(2-fluorophenyl)-4-methoxy-1H-pyrrole-1,3-dicarboxylate